N1,N4-dimethyl-N1-(1H-pyrazol-4-yl)-N4-(pyrrolidin-3-yl)terephthalamide CN(C(C1=CC=C(C(=O)N(C2CNCC2)C)C=C1)=O)C=1C=NNC1